C(C)(C)NC1=NC=2C=C(C(=CC2C2=C1CCC2)OC)OCC(CN2CCCC2)OC(F)(F)F N-isopropyl-8-methoxy-7-(3-(pyrrolidin-1-yl)-2-(trifluoromethoxy)propoxy)-2,3-dihydro-1H-cyclopenta[c]quinolin-4-amine